FC1=C(C(=CC=C1)OC1(CC1)C)[N+](=O)[O-] 1-fluoro-3-(1-methylcyclopropoxy)-2-nitrobenzene